C(C)(C)(C)OC(=O)N1[C@@H](CCC1)C1=C2CCN(CC2=CC(=C1)C=1C=C2C(=NC1)NC=C2C)C=O (S)-2-(2-formyl-7-(3-methyl-1H-pyrrolo[2,3-b]pyridin-5-yl)-1,2,3,4-tetrahydroisoquinolin-5-yl)pyrrolidine-1-carboxylic acid tert-butyl ester